ClC(C1=NC(=NO1)C=1C=CC(=NC1)CP(OCC)(=O)NCC1=C(C=C(C=C1)Cl)Cl)(F)F ethyl P-((5-(5-(chlorodifluoromethyl)-1,2,4-oxadiazol-3-yl)pyridin-2-yl)methyl)-N-(2,4-dichlorobenzyl)phosphonamidate